(S)-5-(2-((5,6-diethyl-2,3-dihydro-1H-inden-2-yl)amino)-1-hydroxyethyl)-8-((4-Fluorobenzyl)oxy)quinolin-2(1H)-one C(C)C=1C=C2CC(CC2=CC1CC)NC[C@@H](O)C1=C2C=CC(NC2=C(C=C1)OCC1=CC=C(C=C1)F)=O